N-(4-fluoro-5-(((2S,4R)-2-methyl-4-(pyrazolo[1,5-a]pyridin-4-yloxy)pyrrolidin-1-yl)methyl)thiazol-2-yl)acetamide FC=1N=C(SC1CN1[C@H](C[C@H](C1)OC=1C=2N(C=CC1)N=CC2)C)NC(C)=O